NC1=NC=CC=2N1C(=NC2CCOCC)C2=CC=C(CNC(C1=C(C=CC(=C1)F)OC)=O)C=C2 N-(4-(5-amino-1-(2-ethoxyethyl)imidazo[1,5-c]pyrimidin-3-yl)benzyl)-5-fluoro-2-methoxybenzamide